[Mn].[Co] cobalt manganese salt